4-cyano-4-(dodecylsulfanylthiocarbonyl)sulfanylpentanoic acid C(#N)C(CCC(=O)O)(C)SC(=S)SCCCCCCCCCCCC